C[C@H]1CNCC(O1)C (S)-2,6-dimethylmorpholine